5-bromo-5'-carbamoyl-2-oxospiro[indoline-3,3'-pyrroline]-1'-carboxylic acid t-butyl ester C(C)(C)(C)OC(=O)N1CC2(CC1C(N)=O)C(NC1=CC=C(C=C12)Br)=O